4-(2,3-dichloro-6-methoxyphenyl)-2-oxocyclopent-3-ene-1-carboxylic acid ethyl ester C(C)OC(=O)C1C(C=C(C1)C1=C(C(=CC=C1OC)Cl)Cl)=O